O=C1NC(CCC1N1C=C2C=CC(=CC2=C1)OCC=C)=O 2-(2,6-dioxopiperidin-3-yl)-5-(prop-2-en-1-yloxy)isoindole